The molecule is a 1-monoglyceride resulting from the formal condensation of the carboxy group of 1-all-cis-docosa-4,7,10,13,16,19-hexaenoic acid with one of the primary hydroxy groups of glycerol. It derives from an all-cis-docosa-4,7,10,13,16,19-hexaenoic acid. CC/C=C\\C/C=C\\C/C=C\\C/C=C\\C/C=C\\C/C=C\\CCC(=O)OCC(CO)O